C(C)OC(=O)C=1C=C(C=C(C1)F)B(O)O (3-(ethoxycarbonyl)-5-fluorophenyl)boronic acid